C(C)OC(=O)C1CCNCC1 piperidin-4-Carboxylic acid ethyl ester